Cis-(3R,4aS,9bS)-3-methyl-7-(trifluoromethyl)-1,2,3,4,4a,9b-hexahydrobenzofuro[3,2-b]pyridine hydrochloride Cl.C[C@@H]1C[C@H]2[C@@H](NC1)C1=C(O2)C=C(C=C1)C(F)(F)F